Methyl ((5-(4-((2-(tert-butyl)-1H-imidazol-1-yl)methyl)phenyl)-2-isobutylthiazol-4-yl)sulfonyl)carbamate C(C)(C)(C)C=1N(C=CN1)CC1=CC=C(C=C1)C1=C(N=C(S1)CC(C)C)S(=O)(=O)NC(OC)=O